2-(4-dimethylamino-phenyl)-1H-benzoimidazole-5-carboxylic acid (3-methoxy-phenyl)-amide COC=1C=C(C=CC1)NC(=O)C1=CC2=C(NC(=N2)C2=CC=C(C=C2)N(C)C)C=C1